Benzo-phosphole P1C=CC2=C1C=CC=C2